C(C)(C)(C)OC(NC=1C=NC(=C(C1C(O)C1=C(C=CC=C1F)F)Cl)Cl)=O N-[5,6-dichloro-4-[(2,6-difluorophenyl)-hydroxy-methyl]-3-pyridinyl]carbamic acid tert-butyl ester